C1(CC1)C1=C(C(=NO1)C1=C(C=CC=C1Cl)Cl)CO[C@H]1[C@@H]2C(N([C@H](C1)C2)C=2SC1=C(N2)C(=CC(=C1)C(=O)O)O[C@H]1COCC1)=O 2-[(1s,4R,5R)-5-{[5-cyclopropyl-3-(2,6-dichlorophenyl)-1,2-oxazol-4-yl]methoxy}-3-oxo-2-azabicyclo[2.2.1]heptan-2-yl]-4-[(3R)-oxolan-3-yloxy]-1,3-benzothiazole-6-carboxylic acid